ClC1=NC=CC(=C1Cl)NC1=CC2=C(N(C(N2CC[C@@H](C)O)=O)C)C=C1 5-[(2,3-dichloro-4-pyridyl)amino]-3-[(3R)-3-hydroxybutyl]-1-methyl-benzimidazol-2-one